ClC1=CC(=NC=N1)NC(=O)[C@@H]1[C@H](C1)C1=NC(=CC(=N1)C)C |r| rac-(1S*,2S*)-N-(6-chloropyrimidin-4-yl)-2-(4,6-dimethylpyrimidin-2-yl)cyclopropane-1-carboxamide